Tert-butyl (1-((2-(2,6-dioxopiperidin-3-yl)-1-oxoisoindolin-5-yl)methyl)-1H-1,2,3-triazol-4-yl)(2-fluoro-5-(trifluoromethoxy)phenyl)carbamate O=C1NC(CCC1N1C(C2=CC=C(C=C2C1)CN1N=NC(=C1)N(C(OC(C)(C)C)=O)C1=C(C=CC(=C1)OC(F)(F)F)F)=O)=O